3-(4-chlorophenyl)-4-fluoro-6-[1-hydroxy-1-(1-methyl-1H-imidazol-4-yl)propyl]-3-(2-hydroxy-ethoxy)-2,3-dihydro-1H-isoindol-1-one ClC1=CC=C(C=C1)C1(NC(C2=CC(=CC(=C12)F)C(CC)(C=1N=CN(C1)C)O)=O)OCCO